(6-(4-((4-(1H-pyrazol-4-yl)phenyl)amino)-6,7-dihydro-5H-pyrrolo[3,4-d]pyrimidin-2-yl)-1-methyl-1H-indol-2-yl)(3,3-difluoroazetidin-1-yl)methanone N1N=CC(=C1)C1=CC=C(C=C1)NC=1C2=C(N=C(N1)C1=CC=C3C=C(N(C3=C1)C)C(=O)N1CC(C1)(F)F)CNC2